C1(=CC=CC=C1)C1=NC(=NC(=N1)C1=CC=CC=C1)C=1C=C(C=C(C1)N1C2=CC=CC=C2C=2C=C(C=CC12)C=1C=NC=CC1)N1C2=CC=CC=C2C=2C=C(C=CC12)C=1C=NC=CC1 9,9'-(5-(4,6-diphenyl-1,3,5-triazin-2-yl)-1,3-phenylene)bis(3-(pyridin-3-yl)-9H-carbazole)